tert-butyl N-[[7-[(1S)-5-(1-cyano-3-methyl-2-naphthyl)-1-methyl-pyrazol-4-yl]-4-oxo-3H-phthalazin-1-yl]methyl]carbamate C(#N)C1=C(C(=CC2=CC=CC=C12)C)C1=C(C=NN1C)C1=CC=C2C(NN=C(C2=C1)CNC(OC(C)(C)C)=O)=O